N1-(2-methoxy-4-(pyridin-4-ylamino)phenyl)-N4-(pyridin-4-yl)terephthalamide COC1=C(C=CC(=C1)NC1=CC=NC=C1)NC(C1=CC=C(C(=O)NC2=CC=NC=C2)C=C1)=O